2-(1-(tert-butoxycarbonyl)piperidin-2-yl)-4-chloroquinoline C(C)(C)(C)OC(=O)N1C(CCCC1)C1=NC2=CC=CC=C2C(=C1)Cl